OC1CCN(CC1)CC=1C=CC2=C(C1)C1=NNC(C=3C=CC=C(C13)O2)=O 10-((4-hydroxy-1-piperidinyl)methyl)-benzopyrano(4,3,2-de)phthalazin-3(2H)-one